Cl.Cl.COC([C@@H](N)CCCNC(N)=N)=O Arginine methyl ester dihydrochloride